4-(3-(5-Fluoropyridin-2-yl)-1-(2,2,2-trifluoroethyl)-1H-pyrazol-4-yl)-6-methyl-1H-pyrazolo[3,4-b]pyridine FC=1C=CC(=NC1)C1=NN(C=C1C1=C2C(=NC(=C1)C)NN=C2)CC(F)(F)F